pentamethylenediammonium bromide [Br-].[NH3+]CCCCC[NH3+].[Br-]